FC1=C2C=C(NC2=C(C(=C1)F)F)C(=O)N[C@H](C(=O)OC)C[Si](C)(C)C Methyl (R)-2-(4,6,7-trifluoro-1H-indole-2-carboxamido)-3-(trimethylsilyl)propanoate